2-[[5-[5-(2-cyano-2-methyl-propoxy)-2-(difluoromethoxy)-4-pyridyl]pyrazolo[1,5-a]pyridin-2-yl]amino]-N,6-dimethyl-pyridine-4-carboxamide C(#N)C(COC=1C(=CC(=NC1)OC(F)F)C1=CC=2N(C=C1)N=C(C2)NC2=NC(=CC(=C2)C(=O)NC)C)(C)C